CC=C(C(=O)O)CC methyl-ethyl-acrylic acid